[OH-].[Na+].C(C)(C)(C)OC(=O)N1CCC(CC1)CC1=C(C=2N(C=C1)N=CC2C(=O)O)C 5-((1-(tert-butoxycarbonyl)piperidin-4-yl)methyl)-4-methylpyrazolo[1,5-a]pyridine-3-carboxylic acid Sodium hydroxide